CC1=CC=C(C=C1)NC(=O)NC1=CC=C(C=C1)OC=1C=C2CCN(C(C2=CC1)C1=CC=C(C=C1)Cl)C 1-(4-methylphenyl)-3-(4-((2-methyl-1-(p-chlorophenyl)-1,2,3,4-tetrahydroisoquinolin-6-yl)oxy)phenyl)urea